1-Methyl-Tryptophan CN1C=C(C[C@H](N)C(=O)O)C2=CC=CC=C12